2-(1,1-dimethylethyl)-1-cyclohexanol acetate C(C)(=O)OC1C(CCCC1)C(C)(C)C